C1(CC1)C1=C(C(=NO1)C1=C(C=CC=C1Cl)Cl)CO[C@H]1C[C@H](N(CC1)C1=CC=C(/C(=N/O)/N)C=C1)C (Z)-4-((2r,4r)-4-((5-cyclopropyl-3-(2,6-dichlorophenyl)isoxazol-4-yl)methoxy)-2-methylpiperidin-1-yl)-N'-hydroxybenzamidine